C(N)(=O)C1=[N+](C=CC(=C1)NC(=O)[C@@H]1O[C@]([C@H]([C@H]1C1=C(C(=C(C=C1)F)F)OCCS(=O)(=O)C)C)(C(F)(F)F)C)[O-] 2-carbamoyl-4-((2R,3S,4S,5R)-3-(3,4-difluoro-2-(2-(methylsulfonyl)ethoxy)phenyl)-4,5-dimethyl-5-(trifluoromethyl)tetrahydrofuran-2-carboxamido)pyridine 1-oxide